3-[(2,4-difluorophenyl)methyl]-3-(1-methylpiperidin-4-yl)-1-[(quinolin-6-yl)methyl]urea FC1=C(C=CC(=C1)F)CN(C(NCC=1C=C2C=CC=NC2=CC1)=O)C1CCN(CC1)C